N1(C=NC=C1)C(=O)N1C=NC=C1 di-(imidazole-1-yl)methanone